C(#N)C1=CC(=C(COC=2C=C(C=CC2)NC2CCN(CC2)CC2=NC3=C(N2C[C@H]2OCC2)C=C(C=C3)C(=O)O)C=C1)F (S)-2-((4-((3-((4-cyano-2-fluorobenzyl)oxy)phenyl)amino)piperidin-1-yl)methyl)-1-(oxetan-2-ylmethyl)-1H-benzo[d]imidazole-6-carboxylic acid